1,3-bis(hydroxyisopropyl)benzene silver-cadmium [Cd].[Ag].OC(C)(C)C1=CC(=CC=C1)C(C)(C)O